1-(4-((1H-imidazol-1-yl)methyl)phenyl)thiourea N1(C=NC=C1)CC1=CC=C(C=C1)NC(=S)N